NC1=C(C=C(C(=C1)Cl)Cl)NC(C(N1C(C2=CC=CC=C2C1)=O)C1=C(C=CC=C1)OC)=O N-(2-amino-4,5-dichlorophenyl)-2-(2-methoxyphenyl)-2-(1-oxoisoindol-2-yl)acetamide